O1C2=C(OC[C@@H]1CN1CCN(CC1)C1=NC=CC=C1COCCF)C=CC=C2 (S)-1-((2,3-dihydrobenzo[b][1,4]dioxin-2-yl)methyl)-4-(3-((2-fluoroethoxy)methyl)pyridin-2-yl)piperazine